1-(6-toluenesulfonylimidazo[4,5-d]pyrrolo[2,3-b]pyridin-1(6H)-yl)pyrrolidin-3-amine C(C1=CC=CC=C1)S(=O)(=O)N1C=CC=2C1=NC=C1C2N(C=N1)N1CC(CC1)N